ClC1=CC=C(C=C1)[C@H](CC1=NOC(=N1)CN1C(N(C(=CC1=O)CN1C(C2=CC=CC=C2C1=O)=O)C)=O)O 2-{[1-({3-[(2S)-2-(4-chlorophenyl)-2-hydroxyethyl]-1,2,4-oxadiazol-5-yl}methyl)-3-methyl-2,6-dioxopyrimidin-4-yl]methyl}isoindole-1,3-dione